N-(2-cyclopropyl-2,2-difluoroethyl)-5-(3-(difluoromethyl)imidazo[1,2-b]pyridazin-6-yl)-7H-pyrrolo[2,3-d]pyrimidin-2-amine C1(CC1)C(CNC=1N=CC2=C(N1)NC=C2C=2C=CC=1N(N2)C(=CN1)C(F)F)(F)F